ClC1=C(C(=CC=C1Cl)OC)C1=CC(OC=C1)=O 4-(2,3-dichloro-6-methoxyphenyl)pyran-2-one